tert-Butyl (2S,5R)-4-(4-cyanobenzoyl)-5-ethyl-2-methylpiperazine-1-carboxylate C(#N)C1=CC=C(C(=O)N2C[C@@H](N(C[C@H]2CC)C(=O)OC(C)(C)C)C)C=C1